4-(N-(3-(tert-butyl)-5-cyclobutylbenzyl)-2-(N-(4-chlorobenzyl)-(2,3,4,5,6-pentafluorophenyl)sulfonamido)acetamido)-2-hydroxybenzoic acid C(C)(C)(C)C=1C=C(CN(C(CN(S(=O)(=O)C2=C(C(=C(C(=C2F)F)F)F)F)CC2=CC=C(C=C2)Cl)=O)C2=CC(=C(C(=O)O)C=C2)O)C=C(C1)C1CCC1